2',3'-dideoxy-2'-β-fluoroadenosine C1C(OC(C1F)N2C=NC3=C(N=CN=C32)N)CO